ethyl allonate O=C([C@H](O)[C@H](O)[C@H](O)[C@H](O)CO)OCC